3-(5-(difluoromethyl)-1,3,4-thiadiazol-2-yl)-8-(hydroxymethyl)-N-(1-methylcyclopropyl)imidazo[1,5-a]pyridine-6-sulfonamide FC(C1=NN=C(S1)C1=NC=C2N1C=C(C=C2CO)S(=O)(=O)NC2(CC2)C)F